CC1=CC(=NN1)NC1=NC(=NC2=CC(=CC=C12)N1CCN(CC1)C)C1=CC(=C(C=C1)NC(C=C)=O)C(F)(F)F N-(4-(4-((5-methyl-1H-pyrazol-3-yl)amino)-7-(4-methylpiperazin-1-yl)quinazolin-2-yl)-2-(trifluoromethyl)phenyl)acrylamide